COC(=O)C1=NN(C2=C1C=NC(=C2)Cl)C2=C(C=C(C=C2)N)OC 1-(4-amino-2-methoxyphenyl)-6-chloro-1H-pyrazolo[4,3-c]Pyridine-3-carboxylic acid methyl ester